C(C)(=O)N1CC(CCC1)(C(=O)N1[C@@H](C[C@H](C1)F)C(=O)N[C@H](C1=CC=C(C=C1)C(C)C)C1=CC=CC=C1)C (2S,4R)-1-(1-acetyl-3-methylpiperidine-3-carbonyl)-4-fluoro-N-[(S)-phenyl[4-(propan-2-yl)phenyl]methyl]pyrrolidine-2-carboxamide